(1-((6-bromo-2-methoxypyridin-3-yl)methyl)azetidin-3-yl)methanol BrC1=CC=C(C(=N1)OC)CN1CC(C1)CO